BrC=1C(=C2C=CN=CC2=CC1)[N+](=O)[O-] 6-bromo-5-nitroisoquinoline